P(=O)(OC[C@@H]1O[C@H](CC1)N1C(NC(C(=C1)C)=O)=O)(OCCCCO)O.[K] potassium ((2R,3S,5R)-5-(5-methyl-2,4-dioxopyrimidin-1(2H)-yl)-tetrahydrofuran-2-yl)-methyl 4-hydroxybutyl hydrogen phosphate